FC=1C=C(CC2=CC(=NC=C2)N2N=C(C=C2CO)C(=O)O)C=C(C1)C(F)(F)F 1-(4-(3-fluoro-5-(trifluoromethyl)benzyl)pyridin-2-yl)-5-(hydroxymethyl)-1H-pyrazole-3-carboxylic acid